phenyl hydrogen ethyl phosphate P(=O)(OC1=CC=CC=C1)(O)OCC